2-(3,5-dichloro-4-((3-methyl-1H-pyrazolo[3,4-b]pyridin-5-yl)oxy)phenyl)-3,5-dioxo-2,3,4,5-tetrahydro-1,2,4-triazine-6-carbonitrile ClC=1C=C(C=C(C1OC=1C=C2C(=NC1)NN=C2C)Cl)N2N=C(C(NC2=O)=O)C#N